(E)-4-(trifluoromethyl)-N-(4-(((5-hydroxy-2,2-dimethyl-2H-chromen-6-yl)methylene)amino)phenyl)benzenesulfonamide FC(C1=CC=C(C=C1)S(=O)(=O)NC1=CC=C(C=C1)/N=C/C=1C(=C2C=CC(OC2=CC1)(C)C)O)(F)F